C(#N)C=1C(=NC(=CC1C(F)(F)F)Cl)Cl 3-cyano-2,6-dichloro-4-trifluoromethyl-pyridine